O=C1/C(/C(=NN1C1=CC=C(C=C1)S(=O)(=O)[O-])C(=O)[O-])=N/NC1=CC=C(C=C1)S(=O)(=O)[O-].[Na+].[Na+].[Na+] trisodium (4E)-5-oxo-1-(4-sulfonatophenyl)-4-[(4-sulfonatophenyl)hydrazono]-3-pyrazolecarboxylate